C(C)(C)(C)OC(=O)N1CCN(CC1)CCOC1=CC=C2C=CC(=CC2=C1)C=1SC=C(N1)CC(=O)O 2-(2-(7-(2-(4-(Tert-Butoxycarbonyl)Piperazin-1-yl)Ethoxy)Naphthalen-2-yl)Thiazol-4-yl)Acetic Acid